C1(CC1)C([C@@H](C(=O)NC1=NC(=C(C=C1)C=1C(=[N+](C=C(C1)C)[O-])C)F)NC(=O)C=1N(N=CC1)C(CF)CF)C1CC1 N-[(1S)-1-(dicyclopropylmethyl)-2-[[5-(2,5-dimethyl-1-oxido-pyridin-1-ium-3-yl)-6-fluoro-2-pyridyl]amino]-2-oxo-ethyl]-2-[2-fluoro-1-(fluoromethyl)ethyl]-pyrazole-3-carboxamide